C(#N)[C@]1(O[C@@H]([C@H]([C@H]1O)O)CO)C1=CC=C2C(=NC=NN21)NC(=O)NC(C)C 1-(7-((2R,3R,4S,5R)-2-cyano-3,4-dihydroxy-5-(hydroxymethyl)tetrahydrofuran-2-yl)pyrrolo[2,1-f][1,2,4]triazin-4-yl)-3-isopropylurea